4-[({2-fluoro-5-[(1H-indol-3-yl)carbonyl]-4-methoxyphenyl}carbamoyl)amino]thiophene-2,3-dicarboxylic acid dimethyl ester COC(=O)C=1SC=C(C1C(=O)OC)NC(NC1=C(C=C(C(=C1)C(=O)C1=CNC2=CC=CC=C12)OC)F)=O